N-(piperidin-4-yl)-4-(1-(2,2,2-trifluoroethyl)-1H-pyrazol-4-yl)-5-(trifluoromethyl)pyrimidin-2-amine hydrochloride Cl.N1CCC(CC1)NC1=NC=C(C(=N1)C=1C=NN(C1)CC(F)(F)F)C(F)(F)F